(3-formyl-4-hydroxyphenyl)carbamic acid tert-butyl ester C(C)(C)(C)OC(NC1=CC(=C(C=C1)O)C=O)=O